C1[C@@H]([C@H](O[C@H]1N2C=CC(=NC2=O)N)COP(=O)(O)OP(=O)(O)OP(=O)(O)O)O The molecule is a 2'-deoxycytidine phosphate having cytosine as the nucleobase. It has a role as a human metabolite, an Escherichia coli metabolite and a mouse metabolite. It is a 2'-deoxycytidine phosphate and a pyrimidine 2'-deoxyribonucleoside 5'-triphosphate. It is a conjugate acid of a dCTP(3-).